7-Chloro-4-(dimethylamino)-1-(2-fluorophenyl)quinazolin-2(1H)-one ClC1=CC=C2C(=NC(N(C2=C1)C1=C(C=CC=C1)F)=O)N(C)C